4-bromo-1-methyl-2-(trifluoromethoxy)benzene BrC1=CC(=C(C=C1)C)OC(F)(F)F